C(C1=CC=CC=C1)OCCC1(CCOCC1)CNC1=C(C(=C(C=C1)Br)C)[N+](=O)[O-] N-([4-[2-(benzyloxy)ethyl]oxan-4-yl]methyl)-4-bromo-3-methyl-2-nitroaniline